FC1=CC=C2C3=C(NC2=C1)C(=NC(=C3)C(=O)O)C3=CC=C(C=C3)OC3=CC=CC=C3 7-fluoro-1-(4-phenoxyphenyl)-9H-pyrido[3,4-b]indole-3-carboxylic acid